3,3'-dimethylbipyridine CC=1C(=NC=CC1)C1=NC=CC=C1C